C(CCCCCCCCCCCCCCCCCCCO)O 1,20-icosanediol